benzo[6,7]oxazepine O1C2=C(C=CC=N1)C=CC=C2